CO[Si](CCCN)(OC)OC 3-(Trimethoxysilyl)-1-propanamine